C12(C(CC(CC1)C2)C2=CC=C(C=C2)O)C2=CC=C(C=C2)O 4,4'-(bicyclo[2.2.1]heptylidene)bisphenol